ClC1=NC=CC(=C1C1=NC2=C(N1)CCCC2)C2=CC=CC=C2 2-(2-chloro-4-phenyl-3-pyridyl)-4,5,6,7-tetrahydro-1H-benzimidazole